O=C1N(CC(C1)CCC)CN1C=NC=C1NC(OCC1=CC=CC=C1)=O benzyl 1-[(2-oxo-4-propylpyrrolidin-1-yl) methyl]-1H-imidazol-5-ylcarbamate